C1(CC1)C1=CC=C(C=C1)CC(=O)NC1(CNCC1)CC 2-(4-cyclopropylphenyl)-N-(3-ethylpyrrolidin-3-yl)acetamide